bicyclo[1.1.1]pentane-1,3-dicarboxylic acid (4-aminomethyl-phenyl)-amide [2-fluoro-4-(1,2,3,6-tetrahydro-pyridin-4-yl)-phenyl]-amide FC1=C(C=CC(=C1)C=1CCNCC1)NC(=O)C12CC(C1)(C2)C(=O)NC2=CC=C(C=C2)CN